C1(C=CC=C1)=O cyclopenta-2,4-dienone